FC=1C=C(C=CC1OC1=CC=NC2=CC(=C(C=C12)OC)OCCN1CCOCC1)NC(=O)C1=C2C(=CN(C1=O)C1=CC=CC=C1)CCO2 N-(3-fluoro-4-{[6-methoxy-7-(2-morpholinoethoxy)quinolin-4-yl]oxy}phenyl)-6-oxo-5-phenyl-2,3,5,6-tetrahydrofuro[3,2-c]pyridine-7-carboxamide